FC=1C=C2C(=CC=NC2=CC1)C1CCC(CC1)C(C)C1=NC2=C(N1)C=C(C=C2)NCCNS(=O)=O N-(2-((2-(1-((1S,4S)-4-(6-fluoroquinolin-4-yl)cyclohexyl)ethyl)-1H-benzo[d]imidazol-6-yl)amino)ethyl)sulfonamide